NC1=C(SC2=NC(=CC=C21)C)C(=O)N[C@@H]2CC=1C=CC(=NC1CC2)N2C[C@H]([C@@H](C2)CF)N 3-amino-N-[(6S)-2-[(3S,4R)-3-amino-4-(fluoromethyl)pyrrolidin-1-yl]-5,6,7,8-tetrahydroquinolin-6-yl]-6-methylthieno[2,3-b]pyridine-2-carboxamide